C1(CC1)[C@H](C)N1C(C=2C(=NC(=CC2C1)C1=C(N=C(S1)NC(C)=O)C)N1CC(C1)S(=O)(=O)C)=O (S)-N-(5-(2-(1-cyclopropylethyl)-4-(3-(methylsulfonyl)azetidin-1-yl)-3-oxo-2,3-dihydro-1H-pyrrolo[3,4-c]pyridin-6-yl)-4-methylthiazol-2-yl)acetamide